2-ethyl-N-methyl-N-(2,3,5-trifluorobenzyl)piperidine-1-carboxamide C(C)C1N(CCCC1)C(=O)N(CC1=C(C(=CC(=C1)F)F)F)C